FC1(C[C@@H](N([C@@H](C1)C)C1=NC(=CC(=N1)C=1N=NN(C1)C1=C(C=C(C=C1)NS(=O)(=O)CCO)N1CCC2(CC2)CC1)C)C)F N-(4-(4-(2-((2S,6R)-4,4-difluoro-2,6-dimethylpiperidin-1-yl)-6-methylpyrimidin-4-yl)-1H-1,2,3-triazol-1-yl)-3-(6-azaspiro[2.5]octan-6-yl)phenyl)-2-hydroxyethane-1-sulfonamide